F[B-](F)(F)F.CN1CN(C=C1)CCCC 1-methyl-3-butyl-imidazole tetrafluoroborate